FC1=C(C=C(C=C1)S(=O)(=O)N1CC(OCC1)C1=C(SC2=C1C=CC=C2)C(=O)N)C(F)(F)F [4-[4-Fluoro-3-(trifluoromethyl)phenyl]-sulfonylmorpholin-2-yl]benzothiophen-2-carboxamid